[Si](C)(C)(C(C)(C)C)OC[C@H]1N(C[C@@H](C1)OC)C(=O)OC(C)(C)C Tert-butyl (2S,4R)-2-[[tert-butyl(dimethyl)silyl]oxymethyl]-4-methoxy-pyrrolidine-1-carboxylate